2-((S)-1-(4-(6-((4-cyano-2-fluorobenzyl)oxy)-3-fluoropyridin-2-yl)piperazin-1-yl)ethaneyl)-1-(((S)-oxetan-2-yl)methyl)-1H-benzo[d]imidazole-6-carboxylate C(#N)C1=CC(=C(COC2=CC=C(C(=N2)N2CCN(CC2)[C@@H](C)C2=NC3=C(N2C[C@H]2OCC2)C=C(C=C3)C(=O)[O-])F)C=C1)F